C[Si](CCOC(NCC=1C=C2C=CN=C(C2=CC1)N)=O)(C)C.NCC=1C=C2C=CN=C(C2=CC1)N(C(OC(C)(C)C)=O)C(=O)OC(C)(C)C tert-butyl (6-(aminomethyl)isoquinolin-1-yl)(tert-butoxycarbonyl)carbamate 2-Trimethylsilylethyl-N-[(1-amino-6-isoquinolyl)methyl]carbamate